C1(=CC=CC=C1)C(=CO[C@H](C(=O)OCCCCCC)C)C hexyl (S)-2-((2-phenylprop-1-en-1-yl)oxy)propanoate